OC1=C(C=NN2CNCC2C2=CC=CC=C2)C=CC=C1 1-(2-hydroxybenzylideneamino)-5-phenylimidazolidine